N-[2-(hydroxymethyl)-6-[4-(hydroxymethyl)-1-piperidyl]-2-methyl-3H-benzofuran-5-yl]-6-methyl-pyrazolo[1,5-a]pyrimidine-3-carboxamide OCC1(OC2=C(C1)C=C(C(=C2)N2CCC(CC2)CO)NC(=O)C=2C=NN1C2N=CC(=C1)C)C